7-(4-fluorophenyl)-3-((4-hydroxypiperidin-4-yl)methyl)thieno[3,4-d]pyrimidin-4(3H)-one FC1=CC=C(C=C1)C=1SC=C2C1N=CN(C2=O)CC2(CCNCC2)O